NC1=NC=CC(=C1Cl)SC=1C=CC=2C(=NC=C(N2)N2CCC3(CC2)C2CCCC[C@H]2C3)N1 (S)-1'-(6-((2-amino-3-chloropyridin-4-yl)thio)pyrido[2,3-b]pyrazin-2-yl)spiro[bicyclo[4.2.0]octane-7,4'-piperidine]